ClC=1C=C2C(=NC(=NC2=CC1)C)N1CC=2C=C(C=NC2CC1)NC=1C(=NC=CC1)F 6-(6-chloro-2-methyl-quinazolin-4-yl)-N-(2-fluoro-3-pyridyl)-7,8-dihydro-5H-1,6-naphthyridin-3-amine